4-amino-N-methyl-N-((3R)-6-(pentafluoro-lambda~6~-sulfanyl)-2,3-dihydro-1-benzofuran-3-yl)-1,3-dihydrofuro[3,4-c][1,7]naphthyridine-8-carboxamide NC1=NC=2C=NC(=CC2C2=C1COC2)C(=O)N([C@H]2COC1=C2C=CC(=C1)S(F)(F)(F)(F)F)C